N-((3aS,4R,6S,6aR)-6-(((tert-butyldimethylsilyl)oxy)(3,4-difluorophenyl)methyl)-2,2-dimethyltetrahydro-4H-cyclopenta[d][1,3]dioxol-4-yl)-6-chloro-N-methylpyrimidin-4-amine [Si](C)(C)(C(C)(C)C)OC([C@H]1C[C@H]([C@H]2[C@@H]1OC(O2)(C)C)N(C2=NC=NC(=C2)Cl)C)C2=CC(=C(C=C2)F)F